1-bromo-3-(cis-2-isocyanatocyclobutyl)benzene BrC1=CC(=CC=C1)[C@H]1[C@H](CC1)N=C=O